(Z)-1-acetyl-2-((4-butoxy-6-(morpholine-4-carbonyl)quinolin-2-yl)methylene)-indolin-3-one C(C)(=O)N1\C(\C(C2=CC=CC=C12)=O)=C/C1=NC2=CC=C(C=C2C(=C1)OCCCC)C(=O)N1CCOCC1